N-[(1R,3S)-3-{[6-chloro-2-(trifluoromethyl)quinolin-4-yl]amino}cyclohexyl]-1-(2,2-difluoroethyl)-2-methyl-1H-pyrrole-3-carboxamide ClC=1C=C2C(=CC(=NC2=CC1)C(F)(F)F)N[C@@H]1C[C@@H](CCC1)NC(=O)C1=C(N(C=C1)CC(F)F)C